4-oxo-butyryl-pyrrolidinamine O=CCCC(=O)C1N(CCC1)N